butyl-2-oxo-butyrate C(CCC)OC(C(CC)=O)=O